(E)-3-methyl-2-(3-carbonyl-propenyl)benzaldehyde CC=1C(=C(C=O)C=CC1)\C=C\C=C=O